C[C@@](C(=O)O)(CCS(=O)(=O)C)N=[N+]=[N-].COC([C@H](CCS(=O)(=O)C)N=[N+]=[N-])=O (S)-2-azido-4-(methylsulfonyl)butanoic acid methyl ester (methyl (S)-2-azido-4-(methylsulfonyl) butanoate)